C(C=C)(=O)NC1CCN(CC1)S(=O)(=O)N1CCC(CC1)CN1C=CC=CN=C1 7-((1-((4-acryloylaminopiperidin-1-yl)sulfonyl)piperidin-4-yl)methyl)-2,7-diazepine